2-({[5-(3-Methoxyphenyl)-1,3-oxazol-2-yl]methyl}sulfanyl)-6-methylpyrimidin-4-amin COC=1C=C(C=CC1)C1=CN=C(O1)CSC1=NC(=CC(=N1)N)C